2-{[tert-butyl-(dimethyl)silyl]oxy}propanal C(C)(C)(C)[Si](OC(C=O)C)(C)C